Tetra-n-butoxytin C(CCC)O[Sn](OCCCC)(OCCCC)OCCCC